CC1=C(OCCCC(C(=O)NC2CCC(CC2)=O)(C)C)C=C(C=C1)C 5-(2,5-dimethylphenoxy)-2,2-dimethyl-N-(4-oxocyclohexyl)valeramide